OCC1(CCC1)CN 1-hydroxymethyl-1-aminomethylcyclobutane